FC1CN(C[C@H]1N1C(=NC=2C1=C1C(=NC2)NN=C1)[C@@H](C)O)CCCC#N 4-((4R)-3-fluoro-4-(2-((R)-1-hydroxyethyl)imidazo[4,5-d]pyrazolo[3,4-b]pyridin-1(6H)-yl)pyrrolidin-1-yl)butyronitrile